(R)-1-benzyl-5-oxopiperidine-2-carboxylic acid hydrochloride Cl.C(C1=CC=CC=C1)N1[C@H](CCC(C1)=O)C(=O)O